C(CCC(=O)O)(=O)O cis-succinic acid